pyrazolyl-methyl benzoate C(C1=CC=CC=C1)(=O)OCC1=NNC=C1